Acetyl-quinoline C(C)(=O)C1=NC2=CC=CC=C2C=C1